O1CCN(CC1)C=1OC=2C(=NC(=C(C2)[N+](=O)[O-])N2CC(CCC2)O)N1 1-(2-morpholino-6-nitrooxazolo[4,5-b]pyridin-5-yl)piperidin-3-ol